C(C1=CC=CC=C1)=C1N=C(N(C1=O)CN1CCN(CC1)C1=C(C=C2C(C(=CN(C2=C1)C1CC1)C(=O)O)=O)F)C1=CC=CC=C1 7-(4-((4-benzylidene-5-oxo-2-phenyl-4,5-dihydro-1H-imidazol-1-yl)methyl)piperazin-1-yl)-1-cyclopropyl-6-fluoro-4-oxo-1,4-dihydroquinoline-3-carboxylic acid